C1(=CC=C(C=C1)O)C1=CC=C(C=C1)O Biphenyl-4,4'-diol